1-(4-(5-(difluoromethyl)-1,3,4-oxadiazol-2-yl)-2-fluorobenzyl)-6-fluoro-3-methyl-5-(pyridin-3-yl)-1,3-dihydro-2H-benzo[d]imidazol-2-one FC(C1=NN=C(O1)C1=CC(=C(CN2C(N(C3=C2C=C(C(=C3)C=3C=NC=CC3)F)C)=O)C=C1)F)F